C1(CC1)N1N=CC(=C1)C1=C(C=NC=C1)/C=C/C(=O)NC1=CC=C(C=C1)CN1CCOCC1 (E)-3-(4-(1-cyclopropyl-1H-pyrazole-4-yl)pyridin-3-yl)-N-(4-(morpholinomethyl)phenyl)acrylamide